ClC1=C(C=C(C(F)(F)F)C=C1[N+](=O)[O-])[N+](=O)[O-] 4-chloro-3,5-dinitro-trifluorotoluene